4,2-dioxazolid N=1O[CH-]OC1